Cl.C1(=CC=CC=C1)C1(CCNCC1)NS(=O)(=O)C1=CC=C(C=C1)OC(F)(F)F N-(4-phenyl-4-piperidyl)-4-(trifluoromethoxy)benzenesulfonamide hydrochloride